COC1=CC=C(CNC(=O)C=2C=3C=CC=NC3C=C(C2)[N+](=O)[O-])C=C1 N-(4-methoxybenzyl)-7-nitroquinoline-5-carboxamide